tert-Butyl (2-hydroxyspiro[3.5]nonan-7-yl)(methyl)carbamate OC1CC2(C1)CCC(CC2)N(C(OC(C)(C)C)=O)C